C(C)N1C(=CC2=CC(=CC=C12)CNC1CCN(CC1)C)C#CC(=O)NC 3-(1-ethyl-5-{[(1-methylpiperidin-4-yl)amino]methyl}-1H-indol-2-yl)-N-methylpropan-2-ynamide